FC1=CC=CC(=N1)C=1C=C2C(=NC1)NC(N2CC(CC)=O)=O 6-(6-fluoro-2-pyridinyl)-1-(2-oxobutyl)-3H-imidazo[4,5-b]pyridin-2-one